(3S)-3-(4,4'-difluoro-2',5,6'-trimethyl-[1,1'-biphenyl]-3-yl)-3-(2-(3-fluoro-5-(2-(3-fluoroazetidin-1-yl)ethyl)-2-oxopyridin-1(2H)-yl)pentanamido)propanoic acid FC1=C(C=C(C=C1C)C1=C(C=C(C=C1C)F)C)[C@H](CC(=O)O)NC(C(CCC)N1C(C(=CC(=C1)CCN1CC(C1)F)F)=O)=O